CC1([C@@]23[C@H](N(S(C2)(=O)=O)C(C(=C)C)=O)C[C@H]1CC3)C 1-((3aS,6R,7aR)-8,8-dimethyl-2,2-dioxidotetrahydro-3H-3a,6-methanobenzo[c]isothiazol-1(4H)-yl)-2-methylprop-2-en-1-one